O=C1NC(CCC1N1C(C2=CC=CC(=C2C1=O)OCC(=O)N1CCC(CC1)OCCCNC(OC(C)(C)C)=O)=O)=O tert-butyl (3-((1-(2-((2-(2,6-dioxopiperidin-3-yl)-1,3-dioxoisoindolin-4-yl)oxy)acetyl)piperidin-4-yl)oxy)propyl)carbamate